2,4,4,5,5-pentafluoro-3-oxopentanoic acid ethyl ester C(C)OC(C(C(C(C(F)F)(F)F)=O)F)=O